bis-(2-hydroxyethyl)-N,N'-bis-(4-aminophenyl)-1,3-diamino-propan-2-ol OCCC(C(C(NC1=CC=C(C=C1)N)CCO)O)NC1=CC=C(C=C1)N